2-isopentyl-2-(2-ethylhexyl)-1,3-dimethoxypropane C(CC(C)C)C(COC)(COC)CC(CCCC)CC